4-[ethyl-[1-(1H-indol-6-ylsulfonyl)azetidin-3-yl]amino]phenol C(C)N(C1=CC=C(C=C1)O)C1CN(C1)S(=O)(=O)C1=CC=C2C=CNC2=C1